N1CC=CC2=CC=CC=C12 1H-quinolin